C(C)(=O)OCCCCCC\C=C/CCCCCCCC (Z)-7-hexadecenyl acetate